3-tert-butyl-1-[(2R)-2-methyl-3-oxo-4-[(1S)-1-phenylethyl]-6-(trifluoromethyl)-2H-1,4-benzoxazin-7-yl]urea C(C)(C)(C)NC(NC1=CC2=C(N(C([C@H](O2)C)=O)[C@@H](C)C2=CC=CC=C2)C=C1C(F)(F)F)=O